6-bromo-2-((2-(2-fluorophenyl)-5H-imidazo[4,5-c]pyridin-5-yl)methyl)benzo[d]thiazole BrC1=CC2=C(N=C(S2)CN2C=C3C(C=C2)=NC(=N3)C3=C(C=CC=C3)F)C=C1